C(C)N(C(C1=C(C=CC(=C1)F)OC1=C(N=CN=N1)N1CC2(CN(C2)[C@@H](C(C)C)CCC(C)=O)CC1)=O)C(C)C (R)-N-ethyl-5-fluoro-N-isopropyl-2-((5-(2-(2-methyl-6-oxoheptan-3-yl)-2,6-diazaspiro[3.4]octan-6-yl)-1,2,4-triazin-6-yl)oxy)benzamide